Isodecyl Hydroxystearate CCCCCCCCCCCCCCCCC(C(=O)OCCCCCCCC(C)C)O